2-(3-piperidyl)ethanol hydrochloric acid salt Cl.N1CC(CCC1)CCO